CC1OC2=C(CNC1=O)C=CC(=C2)C#N 2-methyl-3-oxo-4,5-dihydro-2H-1,4-benzoxazepine-8-carbonitrile